NC1=C(C2=C(N=C(N=C2)Cl)N1C1=C(C(=CC=C1C)OC)C)C#N 6-amino-2-chloro-7-(3-methoxy-2,6-dimethyl-phenyl)pyrrolo[2,3-d]pyrimidine-5-carbonitrile